C1(CC1)N1N=CC(=C1)C1C=C(CCO1)C=1C=C(C2=C(N=C(N(C2=O)C)C)N1)C1=C(C=C(C=C1)F)F 7-[6-(1-cyclopropylpyrazol-4-yl)-3,6-dihydro-2H-pyran-4-yl]-5-(2,4-difluorophenyl)-2,3-dimethyl-pyrido[2,3-d]pyrimidin-4-one